FC1(CNCCC1C1=CC=C2C(=NN(C2=C1)C)N1CNCC=C1)F 1-(6-(3,3-difluoropiperidin-4-yl)-1-methyl-1H-indazol-3-yl)dihydropyrimidine